CC(CCCOC(C)=O)C(CC)C 4,5-Dimethylheptylacetat